1,1,1,4,4-pentafluoro-2-(trifluoromethyl)-2-pentene FC(C(=CC(C)(F)F)C(F)(F)F)(F)F